7-bromo-2-(4-methoxyphenyl)benzo[d]imidazo[2,1-b]thiazole BrC1=CC2=C(N3C(S2)=NC(=C3)C3=CC=C(C=C3)OC)C=C1